FCCCCCC 6-fluorohexane